IC=1C=C(C=CC1)C=1N=C(C2=C(N1)C(=NC=C2)N)N2CCOCC2 2-(3-iodophenyl)-4-morpholinopyrido[3,4-d]Pyrimidin-8-amine